tert-butyl-N-{[(3aR,4R,6R,6aS)-6-{4-amino-2-chloro-5-iodopyrrolo[2,3-d]pyrimidin-7-yl}-2,2-dimethyl-tetrahydro-3aH-cyclopenta[d][1,3]dioxol-4-yl]methyl}carbamate C(C)(C)(C)OC(NC[C@H]1C[C@H]([C@@H]2OC(O[C@@H]21)(C)C)N2C=C(C1=C2N=C(N=C1N)Cl)I)=O